2-monochloropropane-1,3-diol ClC(CO)CO